N(=[N+]=[N-])[C@@H]1[C@H]([C@@H](SC=2C=NC=C(C2)Br)O[C@@H]([C@@H]1O)CO)O 5-Bromopyridin-3-yl 3-azido-3-deoxy-1-thio-α-D-galactopyranoside